2'-deoxy-2',2'-difluorouridine triphosphate P(O)(=O)(OP(=O)(O)OP(=O)(O)O)OC[C@@H]1[C@H](C([C@@H](O1)N1C(=O)NC(=O)C=C1)(F)F)O